C1(CC1)OC1=CC=CC2=C1N=C(S2)N2[C@@H]1C[C@H]([C@H](C2)C1)OCC1=C(N=NN1C1=C(C=CC=C1Cl)Cl)C1CC1 4-Cyclopropoxy-2-((1S,4S,5R)-5-((4-cyclopropyl-1-(2,6-dichlorophenyl)-1H-1,2,3-triazol-5-yl)-methoxy)-2-azabicyclo[2.2.1]heptan-2-yl)benzo[d]thiazol